COC1=C(C=C(C=C1)C2=C(C(=O)C3=C(C(=C(C=C3O2)OC)OC)O)OC)O The molecule is a tetramethoxyflavone that consists of quercetagetin in which the hydroxy groups at positions 3, 6, 7 and 4' have been replaced by methoxy groups. It has been isolated from Eremophila mitchellii. It has a role as an apoptosis inducer and a plant metabolite. It is a tetramethoxyflavone and a dihydroxyflavone. It derives from a quercetagetin.